COC(=O)C=1C=NC=C(C1)C#CC 5-(prop-1-ynyl)pyridine-3-carboxylic acid methyl ester